COC=1C=C(C=NC1OC)[C@@]12CCN([C@H]2CCCC1)C (3aS,7aS)-3a-(5,6-dimethoxy-3-pyridyl)-1-methyl-3,4,5,6,7,7a-hexahydro-2H-indole